3-[[(3R,4R)-4-[4-Chloro-2-(5-fluoro-2-pyridyl)-1H-imidazol-5-yl]-3-methyl-1-piperidyl]sulfonyl]propyl acetate C(C)(=O)OCCCS(=O)(=O)N1C[C@@H]([C@@H](CC1)C1=C(N=C(N1)C1=NC=C(C=C1)F)Cl)C